3-[4-[4-[2-[3-[(dimethylamino)methyl]phenyl]-1H-pyrrolo[2,3-b]pyridin-4-yl]-1-ethyl-pyrazol-3-yl]phenyl]-1,1-dimethylurea CN(C)CC=1C=C(C=CC1)C1=CC=2C(=NC=CC2C=2C(=NN(C2)CC)C2=CC=C(C=C2)NC(N(C)C)=O)N1